methyl 5-[4-(difluoromethoxy)-3-phenyl-phenyl]-3-methyl-pyrazine-2-carboxylate FC(OC1=C(C=C(C=C1)C=1N=C(C(=NC1)C(=O)OC)C)C1=CC=CC=C1)F